(4R,4'R,5S,5'S)-2,2'-(1,3-diphenylpropane-2,2-diyl)bis(4,5-diphenyl-4,5-dihydro-oxazole) C1(=CC=CC=C1)CC(CC1=CC=CC=C1)(C=1O[C@H]([C@H](N1)C1=CC=CC=C1)C1=CC=CC=C1)C=1O[C@H]([C@H](N1)C1=CC=CC=C1)C1=CC=CC=C1